C(C)(C)(C)C1(N(CCCC1)C(=O)O)NC1=C(C=CC(=C1)O)[N+](=O)[O-].CN(CCOC[C@@H](C1=CC=C(C=C1)S(=O)(=O)CC)NC(C1=CC=CC=C1)=O)C N-((R)-2-(2-(dimethylamino)ethoxy)-1-(4-(ethylsulfonyl)phenyl)ethyl)benzamide tert-butyl-((5-hydroxy-2-nitrophenyl)amino)piperidine-1-carboxylate